C(C)(C)(C)C1(CC=C(C=C1)O)C(C)(C)C 4,4-di-tert-butylphenol